N[C@@H]1CN(CC[C@H]1F)C1=NC2=C(N1CC(=O)N1[C@@H](COCC1)COC)C=C(C=C2)F 2-(2-((3R,4R)-3-Amino-4-fluoropiperidin-1-yl)-6-fluoro-1H-benzo[d]imidazol-1-yl)-1-((R)-3-(methoxymethyl)morpholino)ethan-1-on